C1(CC1)[C@@H](C)NC1=NC(=NC2=CC=CC=C12)NCC1=CC(=CC=C1)OC (R)-N4-(1-cyclopropylethyl)-N2-(3-methoxybenzyl)quinazoline-2,4-diamine